ClC=1C=C(C=CC1)C1=CC(=NC=N1)NC(=O)[C@@H]1CN(CC1)C#N (S)-N-(6-(3-chlorophenyl)pyrimidin-4-yl)-1-cyanopyrrolidine-3-carboxamide